ClC=1C=C2C(C(=CN(C2=CC1N1[C@H](CCC1)COC1=NC=CC=C1Cl)C=1C=NC(=CC1)OCCOC)C(=O)O)=O (R)-6-chloro-7-(2-(((3-chloropyridin-2-yl)oxy)methyl)pyrrolidin-1-yl)-1-(6-(2-methoxy-ethoxy)pyridin-3-yl)-4-oxo-1,4-dihydroquinoline-3-carboxylic acid